OCC12CCC(CC1)(C2)C(=O)OC methyl 4-(hydroxymethyl)bicyclo[2.2.1]heptane-1-carboxylate